8-((2s,5r)-2,5-diethyl-4-(1-(4-methoxyphenyl)ethyl)piperazin-1-yl)-5-methyl-6-oxo-5,6-dihydro-1,5-naphthyridine-2-carbonitrile C(C)[C@@H]1N(C[C@H](N(C1)C(C)C1=CC=C(C=C1)OC)CC)C1=CC(N(C=2C=CC(=NC12)C#N)C)=O